3-[3-[4-[[4-[(E)-3-(2,4-Dimethoxyphenyl)-3-oxoprop-1-enyl]phenoxy]methyl]triazol-1-yl]-2-hydroxypropoxy]-2,4-dimethyl-2H-thiophen-5-one COC1=C(C=CC(=C1)OC)C(/C=C/C1=CC=C(OCC=2N=NN(C2)CC(COC=2C(SC(C2C)=O)C)O)C=C1)=O